4,4-bis(5-butylfuran-2-yl)pentanoic acid C(CCC)C1=CC=C(O1)C(CCC(=O)O)(C)C=1OC(=CC1)CCCC